4-CYCLOPROPYL-3-(4-(TRIFLUOROMETHYL)PHENYL)-N-(2-(TRIFLUOROMETHYL)PYRIDIN-4-YL)ISOTHIAZOLE-5-CARBOXAMIDE C1(CC1)C=1C(=NSC1C(=O)NC1=CC(=NC=C1)C(F)(F)F)C1=CC=C(C=C1)C(F)(F)F